3-[[6-(4-Fluorophenyl)-8-methoxy-quinazolin-4-yl]amino]-1-methyl-pyrrolidin-2-one FC1=CC=C(C=C1)C=1C=C2C(=NC=NC2=C(C1)OC)NC1C(N(CC1)C)=O